4-((tert-butyldimethylsilyl)oxy)-2-formylpyrrolidine-1-carboxylate [Si](C)(C)(C(C)(C)C)OC1CC(N(C1)C(=O)[O-])C=O